diacryl-1,2-diaminoethane C(=O)(C=C)C(C(N)C(=O)C=C)N